tert-butyl (R)-4-(3-(benzyloxy)-11-(4-fluorophenyl)-6-oxo-10-(trifluoromethyl)-3,4-dihydro-2H,6H-[1,4]thiazepino[2,3,4-ij]quinazolin-8-yl)piperazine-1-carboxylate C(C1=CC=CC=C1)O[C@@H]1CN2C(N=C(C3=CC(=C(C(=C23)SC1)C1=CC=C(C=C1)F)C(F)(F)F)N1CCN(CC1)C(=O)OC(C)(C)C)=O